Cl.C12CNCC(CCC1)O2 9-oxa-3-azabicyclo[3.3.1]nonane hydrochloride